1-(2-fluoroindol-2-yl)butane-1,4-dione FC1(N=C2C=CC=CC2=C1)C(CCC=O)=O